3,4-Dihydroxy-1,5-cyclohexadiene-1,4-dicarboxylic acid OC1C=C(C=CC1(C(=O)O)O)C(=O)O